racemic-1-[(2R)-2-[[4-[[6-(1-hydroxyethyl)-3-isopropyl-imidazo[1,2-a]pyridin-8-yl]amino]-1-piperidyl]methyl]morpholin-4-yl]prop-2-en-1-one O[C@H](C)C=1C=C(C=2N(C1)C(=CN2)C(C)C)NC2CCN(CC2)C[C@@H]2CN(CCO2)C(C=C)=O |&1:1|